(5S,8R)-N-(4-bromo-2-chlorobenzyl)-5-fluoro-8-hydroxy-5,6,7,8-tetra-hydroquinoline-5-carboxamide BrC1=CC(=C(CNC(=O)[C@]2(C=3C=CC=NC3[C@@H](CC2)O)F)C=C1)Cl